Butyl (2S)-2-(1-hydroxycyclopropyl)azetidine-1-carboxylate OC1(CC1)[C@H]1N(CC1)C(=O)OCCCC